N-(3,5-dimethoxyphenethyl)-6-(6-ethoxy-2-methylpyridin-3-yl)pyrazine-2-carboxamide COC=1C=C(CCNC(=O)C2=NC(=CN=C2)C=2C(=NC(=CC2)OCC)C)C=C(C1)OC